6-(3-Amino-8-azabicyclo[3.2.1]octan-8-yl)-3-(2,3-dichlorophenyl)-1H-pyrazolo[3,4-d]pyrimidine-4-carboxamide NC1CC2CCC(C1)N2C2=NC(=C1C(=N2)NN=C1C1=C(C(=CC=C1)Cl)Cl)C(=O)N